1-((4-methoxybenzyl)amino)-3-azabicyclo[3.1.1]heptane-2,4-dione COC1=CC=C(CNC23C(NC(C(C2)C3)=O)=O)C=C1